C(C)(C)(C)OC(=O)C=1C=C(OC2=CC=C(C=N2)C(=O)O)C=CC1 6-(3-tert-butoxycarbonylphenoxy)pyridine-3-carboxylic acid